isobutanoL C(C(C)C)O